C(C)(C)NC1=C(C(=O)NC2=C(C=CC(=C2)C(=O)N2CC3C(C3C2)C2=CC=C(C=C2)OC)C)C=CC=N1 (isopropylamino)-N-(5-(6-(4-methoxyphenyl)-3-azabicyclo[3.1.0]Hexane-3-carbonyl)-2-methylphenyl)nicotinamide